4-cyano-3-(3,4-dichloro-2-methyl-2H-indazol-5-yl)-1H-pyrazole C(#N)C=1C(=NNC1)C1=C(C2=C(N(N=C2C=C1)C)Cl)Cl